FC=1C=C(C=CC1)C1OC2=CC=C(C=C2CC1)N 2-(3-fluorophenyl)chroman-6-amine